OC1(C(C=CC2=CC=CC=C12)=O)C1=CC=C(C=C1)[N+](=O)[O-] 1-hydroxy-1-(4-nitrophenyl)-2-naphthalenone